C[C@@H]1N(C[C@H](N(C1)CC1=CC=C(C=C1)OC(F)(F)F)C)N1N=C2C(N(C(C=C2)=O)C)=C1 ((2S,5R)-2,5-dimethyl-4-(4-(trifluoromethoxy)benzyl)piperazin-1-yl)-4-methyl-2,4-dihydro-5H-pyrazolo[4,3-b]pyridin-5-one